1-(6-chloronaphthalen-2-yl)dodecan-1-one ClC=1C=C2C=CC(=CC2=CC1)C(CCCCCCCCCCC)=O